C1(CC1)C1=CC=NC=C1 4-cyclopropylpyridin